S1C(=NCCC1)NC1=CC=C(C=C1)C(\C=C\C1=CC=C(C=C1)O)=O (E)-1-[4-(5,6-Dihydro-4H-1,3-thiazin-2-ylamino)phenyl]-3-(4-hydroxyphenyl)prop-2-en-1-one